FC1(CCN(CC1)C=1C=2N(C=C(N1)NC(C1=C(C=C(C=C1)S(=O)(=O)C)N1CCC3(CC3)CC1)=O)C=CN2)F N-(8-(4,4-difluoropiperidin-1-yl)imidazo[1,2-a]pyrazin-6-yl)-4-(methylsulfonyl)-2-(6-azaspiro[2.5]octan-6-yl)benzamide